FC1=C(C(=CC(=C1)F)OC(C)C)C=1C2=C(C(=NC1C1=NN3C(CN[C@@H](C3)C)=C1)C=1C=NN(C1)C)C=CS2 7-(2,4-difluoro-6-isopropoxyphenyl)-4-(1-methyl-1H-pyrazol-4-yl)-6-((R)-6-methyl-4,5,6,7-tetrahydropyrazolo[1,5-a]pyrazin-2-yl)thieno[3,2-c]pyridine